4-(2-tolyl)-1H-pyrrole-3-carbonitrile C1(=C(C=CC=C1)C=1C(=CNC1)C#N)C